CNC1=NC(=NC(=N1)N)N METHYLMELAMINE